2-[6-amino-5-(8-[2-[(1r,3r)-3-(piperidin-4-yloxy)cyclobutoxy]pyridin-4-yl]-3,8-diazabicyclo[3.2.1]octan-3-yl)pyridazin-3-yl]phenol NC1=C(C=C(N=N1)C1=C(C=CC=C1)O)N1CC2CCC(C1)N2C2=CC(=NC=C2)OC2CC(C2)OC2CCNCC2